(1r,4r)-4-(5-(5-chlorobenzofuran-2-yl)-1,3,4-oxadiazol-2-yl)cyclohexane-1-amine ClC=1C=CC2=C(C=C(O2)C2=NN=C(O2)C2CCC(CC2)N)C1